(2S,3S)-2-benzoyl-3-(phenylvinyl)spiro[cyclopropane-1,2'-indene]-1',3'-dione C(C1=CC=CC=C1)(=O)[C@H]1[C@@H](C12C(C1=CC=CC=C1C2=O)=O)C=CC2=CC=CC=C2